7-bromo-1-(4-ethoxyphenyl)-2-oxo-1,2-dihydroquinoline-3-carboxylate BrC1=CC=C2C=C(C(N(C2=C1)C1=CC=C(C=C1)OCC)=O)C(=O)[O-]